5-hydroxy-6-methoxy-7-hydroxy-4'-tetrahydropyrrolyl-flavone OC1=C2C(C=C(OC2=CC(=C1OC)O)C1=CC=C(C=C1)C1NCCC1)=O